Serinate N[C@@H](CO)C(=O)[O-]